CN(C(=S)SCC(=O)O)C 2-{[(Dimethylamino)carbothioyl]sulfanyl}ethanoic Acid